5-(2-(2-(Piperidin-1-yl)ethyl)-1H-pyrrolo[2,3-b]pyridin-4-yl)-1H-indazol-3-amine N1(CCCCC1)CCC1=CC=2C(=NC=CC2C=2C=C3C(=NNC3=CC2)N)N1